6-(4-Ethyl-3-(hydroxymethyl)-5-oxo-4,5-dihydro-1H-1,2,4-triazol-1-yl)-7-fluoro-2-(4-fluoro-2-methylphenyl)-4-(prop-1-en-2-yl)isoquinolin-1(2H)-one C(C)N1C(=NN(C1=O)C=1C=C2C(=CN(C(C2=CC1F)=O)C1=C(C=C(C=C1)F)C)C(=C)C)CO